C1(CC1)N(C1=C(C(=NC=N1)NCC1CC(C1)CC(=O)N)F)CC1=CC=C(C=C1)C(F)(F)F 2-[3-[[[6-[cyclopropyl-[[4-(trifluoromethyl)phenyl]methyl]amino]-5-fluoro-pyrimidin-4-yl]amino]methyl]cyclobutyl]acetamide